ClC1=NC=C(C(=N1)OCC1=CC=C(C=C1)C=1N(C=C(N1)C(F)(F)F)C)C1=NC=CC=C1 2-chloro-4-[[4-[1-methyl-4-(trifluoromethyl)imidazol-2-yl]phenyl]methoxy]-5-(2-pyridyl)pyrimidine